OC1CN(CCC1)CC(=O)NC=1C=C(C(=NC1)C)C=1N2C(SC1C=1C=NN(C1)C)=C(C=N2)C(=O)N (5-(2-(3-hydroxypiperidin-1-yl)acetamido)-2-methylpyridin-3-yl)-2-(1-methyl-1H-pyrazol-4-yl)pyrazolo[5,1-b]thiazole-7-carboxamide